C(CCC)OC1=C(C=O)C=C(C=C1)[N+](=O)[O-] 2-butoxy-5-nitrobenzaldehyde